5'-(4-(9H-carbazol-9-yl)phenyl)-4,4''-bis(3-methyl-9H-carbazol-9-yl)-6'-(4-(3-methyl-9H-carbazol-9-yl)phenyl)-4'-(pyridin-4-yl)-[1,1':2',1''-terphenyl]-3'-carbonitrile C1=CC=CC=2C3=CC=CC=C3N(C12)C1=CC=C(C=C1)C=1C(=C(C(=C(C1C1=CC=C(C=C1)N1C2=CC=CC=C2C=2C=C(C=CC12)C)C1=CC=C(C=C1)N1C2=CC=CC=C2C=2C=C(C=CC12)C)C1=CC=C(C=C1)N1C2=CC=CC=C2C=2C=C(C=CC12)C)C#N)C1=CC=NC=C1